2-[4-cyclopropyl-7-[(3R)-1-methyl-3-piperidyl]-5,6-dihydropyrrolo[2,3-c]pyridazin-3-yl]-3-methyl-5-(trifluoromethyl)phenol C1(CC1)C=1C2=C(N=NC1C1=C(C=C(C=C1C)C(F)(F)F)O)N(CC2)[C@H]2CN(CCC2)C